[Pd].[Pd].C(C1=CC=CC=C1)(C1=CC=CC=C1)CC(C)=O (benzhydryl-acetone) dipalladium (0)